9-fluorenylmethyl chloroformate ClC(=O)OCC1C2=CC=CC=C2C=2C=CC=CC12